COCCOC1CCC(CC1)NC(C1=CC(=NC(=C1)C(F)(F)F)C1=CN=CS1)=O N-((1r,4r)-4-(2-methoxyethoxy)cyclohexyl)-2-(thiazol-5-yl)-6-(trifluoromethyl)isonicotinamide